NC=1C(=C(C=C2C=CN=CC12)C=1C=NC=C(C1CC)N)F 8-amino-6-(5-amino-4-ethylpyridin-3-yl)-7-fluoroisoquinolin